Tri(2,2-Dimethyl-1-propyl)citrat CC(CC(C(C(C(=O)[O-])(CC(C)(C)C)CC(C)(C)C)(O)C(=O)[O-])C(=O)[O-])(C)C